ethylpiperidine-4-sulfonamide C(C)N1CCC(CC1)S(=O)(=O)N